3-(5-(((S)-1-((2-Ethynylquinolin-6-yl)methyl)pyrrolidin-3-yl)oxy)-1-oxoisoindolin-2-yl)piperidine-2,6-dione C(#C)C1=NC2=CC=C(C=C2C=C1)CN1C[C@H](CC1)OC=1C=C2CN(C(C2=CC1)=O)C1C(NC(CC1)=O)=O